(3R)-4-amino-N-((2S)-3-hydroxy-2-methylpropyl)-3-methyl-N-((5-(trifluoromethyl)-2-pyridinyl)methyl)-1,3-dihydrofuro[3,4-c]quinoline-8-carboxamide NC1=NC=2C=CC(=CC2C2=C1[C@H](OC2)C)C(=O)N(CC2=NC=C(C=C2)C(F)(F)F)C[C@@H](CO)C